BrC=1C=C(C=CC1O)C(C)(C)C1=CC(=C(C=C1)O)Br 2,2-bis(3-bromo-4-hydroxyphenyl)-propane